ethyl 2-((4-bromo-1H-benzo[d]imidazol-5-yl)amino)-4,5-dihydro-1H-imidazole-1-carboxylate BrC1=C(C=CC=2NC=NC21)NC=2N(CCN2)C(=O)OCC